C(C)(C)C=1C=C(C(=NC1)N)C(F)(F)F 5-isopropyl-(trifluoromethyl)pyridin-2-amine